tert-Butyl 6-chloro-5-methoxypyridin-3-ylcarbamate ClC1=C(C=C(C=N1)NC(OC(C)(C)C)=O)OC